NC1=NC=CC(=N1)C=1C2=C(C(=NC1)NCC=1C=C(C(=O)NCCCN3CCOCC3)C=CC1)CCO2 3-(((7-(2-Aminopyrimidin-4-yl)-2,3-dihydrofuro[3,2-c]pyridin-4-yl)amino)methyl)-N-(3-morpholinopropyl)benzamid